CC1=NN2C(=NN=C(C2=C1)C1=C(C=C(C=C1)C(F)(F)F)OC(F)(F)F)SC 2-methyl-7-(methylthio)-4-(2-(trifluoromethoxy)-4-(trifluoromethyl)phenyl)-pyrazolo[1,5-d][1,2,4]triazine